dibenzoylmethylene(cyclopentadienyl)(9-fluorenyl)zirconium dichloride [Cl-].[Cl-].C(C1=CC=CC=C1)(=O)C(C(C1=CC=CC=C1)=O)=[Zr+2](C1C2=CC=CC=C2C=2C=CC=CC12)C1C=CC=C1